(S)-1-hydroxypropan-2-yl (R)-3-hydroxybutanoate O[C@@H](CC(=O)O[C@H](CO)C)C